O=C1NC(CCC1N1C=NC2=C1C=CC(=C2)NC2CCN(CC2)C(=O)OC(C)(C)C)=O tert-butyl 4-[[1-(2,6-dioxo-3-piperidyl)benzimidazol-5-yl]amino]piperidine-1-carboxylate